FC1=C(C(=CC(=C1)C1=NC(=CC=C1)OCCCOC)F)N1CCCC1 1-{2,6-difluoro-4-[6-(3-methoxy-propoxy)-pyridin-2-yl]Phenyl}-pyrrolidine